[Si](C)(C)(C(C)(C)C)OCC1(NCCC2C3=CC=CC=C3N=C12)CO[Si](C)(C)C(C)(C)C (3S)-1,1-bis(tert-butyldimethylsilyloxy)methyl-tetrahydro-beta-carboline